IC(C=1C=C(C=C(C1)C(I)(I)I)O)(I)I 3,5-bis(triiodomethyl)phenol